C(C)N1N=NN=C1SC1=C(C(=O)NC=2C=CC(=C(C(=O)N)C2)C(C(C(F)(F)F)(F)F)(F)F)C=C(C=C1)[N+](=O)[O-] 5-[[2-(1-ethyltetrazol-5-yl)sulfanyl-5-nitro-benzoyl]amino]-2-(1,1,2,2,3,3,3-heptafluoropropyl)benzamide